C1(CCC1)C1=CC=C2C(=N1)NC=C2C2=CC=1N(C=C2)N=CC1C(=O)NC1CCN(CC1)C 5-(6-cyclobutyl-1H-pyrrolo[2,3-b]pyridin-3-yl)-N-(1-methylpiperidin-4-yl)pyrazolo[1,5-a]pyridine-3-carboxamide